4-fluoro-N-(4-(1-(N-pivaloylsulfamoyl)-1,2,3,6-tetrahydropyridin-4-yl)phenyl)isoindoline-2-carboxamide FC1=C2CN(CC2=CC=C1)C(=O)NC1=CC=C(C=C1)C=1CCN(CC1)S(NC(C(C)(C)C)=O)(=O)=O